5-bromo-4-methyl-1-(oxan-2-yl)pyrazolo[3,4-b]pyridine BrC=1C(=C2C(=NC1)N(N=C2)C2OCCCC2)C